3-((4-(3,5-dichloro-2-oxopyridin-1(2H)-yl)phenyl)sulfonyl)-5-(2,6-dimethoxyphenyl)-6-(ethoxymethyl)-4-hydroxypyridin-2(1H)-one ClC=1C(N(C=C(C1)Cl)C1=CC=C(C=C1)S(=O)(=O)C=1C(NC(=C(C1O)C1=C(C=CC=C1OC)OC)COCC)=O)=O